C1(=CC=CC=C1)N=NC(C1=CC=CC=C1)C1=CC=CC=C1 phenylazo-diphenylmethane